CN(C(=O)N)N=O methyl-N-nitrosourea